COC1=CC=C(C=C1)C1(CCC1)CCC(=O)O 3-(1-(4-methoxyphenyl)cyclobutyl)propanoic acid